C(N)([S-])=S.C(N)([S-])=S.[Na+].[Na+] sodium bisdithiocarbamate